ClC1=CC(=C2CN(CC2=C1)C(C)=O)C=C 1-(6-chloro-4-vinylisoindolin-2-yl)Ethan-1-one